C1(=CC=CC=C1)C(=[Hf](C1=C(C=CC=2C3=CC=C(C=C3CC12)C(C)(C)C)C(C)(C)C)C1C=CC=C1)C1CCCCC1 (phenyl)(cyclohexyl)methylene(cyclopentadienyl)(2,7-di-t-butylfluorenyl)hafnium